(3S)-3-amino-4-methoxy-4-oxobutanoic acid N[C@@H](CC(=O)O)C(=O)OC